(E)-4-(2,3-dichloro-6-methoxyphenyl)-2-methylpiperidine-2-carboxylic acid ClC1=C(C(=CC=C1Cl)OC)C1CC(NCC1)(C(=O)O)C